COC(\C=C\C1=CC(O)=C(O)C=C1)=O.O[C@@H]1[C@H](CCCC1)NC(C1=CC(=C(C=C1)C)C#CC1=NC(=CN=C1)C1=CC=CC=C1)=O N-[(1S,2S)-2-hydroxycyclohexyl]-4-methyl-3-[(6-phenylpyrazin-2-yl)ethynyl]benzamide methyl-caffeoate